4-(2-amino-5-(1-(2-aminoethyl)-1H-indazol-5-yl)-4-ethylpyridin-3-yl)phenol NC1=NC=C(C(=C1C1=CC=C(C=C1)O)CC)C=1C=C2C=NN(C2=CC1)CCN